N-t-butoxycarbonyl-carbamate C(C)(C)(C)OC(=O)NC([O-])=O